CC1=C2C(=C3CC[C@@H](NC3=C1)C)N=C(N2C[C@@H]2CNCCC2)CC2=CC=CC=C2 methyl-(S)-2-benzyl-7-methyl-3-(((S)-piperidin-3-yl)methyl)-3,7,8,9-tetrahydro-6H-imidazo[4,5-f]quinoline